diethyl-bis(2-hydroxyethyl)ammonium hydroxide [OH-].C(C)[N+](CCO)(CCO)CC